(4-(6-chloro-8-fluoro-7-(2-fluoro-6-hydroxyphenyl)quinazolin-4-yl)piperazin-1-yl)prop-2-en-1-one ClC=1C=C2C(=NC=NC2=C(C1C1=C(C=CC=C1O)F)F)N1CCN(CC1)C(C=C)=O